OC=1C=C(C=C(C(=O)OC(C)C)C#N)C=CC1 isopropyl 3-hydroxy-α-cyanocinnamate